2-(2-methylpyridin-5-yl)oxazole-5-carboxylic acid CC1=NC=C(C=C1)C=1OC(=CN1)C(=O)O